FC1=CC(=C(C=C1)C1=NC=C(C=C1C1=NN2C(CNCC2)=C1)C=1C=NN(C1)C)OCCOC 2-[2-[4-fluoro-2-(2-methoxyethoxy)phenyl]-5-(1-methylpyrazol-4-yl)-3-pyridyl]-4,5,6,7-tetrahydropyrazolo[1,5-a]pyrazine